C(C(C)C)N(C(C(C)C)=O)C1CNCC1 N-isobutyl-2-methyl-N-pyrrolidin-3-yl-propanamide